[6-[5-(1-hydroxycyclopropyl)-4H-1,2,4-triazol-3-yl]-2-azaspiro[3.3]heptan-2-yl]-[3-[6-[3-(trifluoromethyl)azetidin-1-yl]-3-pyridyl]azetidin-1-yl]methanone OC1(CC1)C=1NC(=NN1)C1CC2(CN(C2)C(=O)N2CC(C2)C=2C=NC(=CC2)N2CC(C2)C(F)(F)F)C1